C(C1=CC=CC=C1)N(C)CC (benzyl-(methyl)amino)ethane